N-(4-chloro-3-iodopyridin-2-yl)pivalamide ClC1=C(C(=NC=C1)NC(C(C)(C)C)=O)I